methyl 4-(4-methylpiperazine-1-sulfonamido)benzoate CN1CCN(CC1)S(=O)(=O)NC1=CC=C(C(=O)OC)C=C1